(3R,4R,5S)-4-acetylamino-3-(pent-3-yloxy)-5-(((5-(thiophen-2-yl)-1,2,4-oxadiazol-3-yl)methyl)amino)cyclohex-1-ene-1-carboxylic acid C(C)(=O)N[C@H]1[C@@H](C=C(C[C@@H]1NCC1=NOC(=N1)C=1SC=CC1)C(=O)O)OC(CC)CC